8-chloro-5-[(3S)-3-hydroxypiperidin-1-yl]imidazo[1,5-a]pyridin ClC=1C=2N(C(=CC1)N1C[C@H](CCC1)O)C=NC2